ClC1=C(C(=C(C=C1)S(=O)(=O)N[C@H](C(=O)O)[C@H](C)C1=C(C(=CC=C1F)C)C)F)C (2S,3R)-2-(4-chloro-2-fluoro-3-methylbenzenesulfonamido)-3-(6-fluoro-2,3-dimethylphenyl)butanoic acid